2'-amino-5-chloro-2,4'-difluoro-6'-(tetrahydrofuran-2-yl)-N-(2-(trifluoromethyl)pyridin-4-yl)-[1,1'-biphenyl]-4-carboxamide NC1=C(C(=CC(=C1)F)C1OCCC1)C1=C(C=C(C(=C1)Cl)C(=O)NC1=CC(=NC=C1)C(F)(F)F)F